C1(CC1)CN(C(OC(C)(C)C)=O)[C@H]1CN(CC1)C=1N=NC(=CC1)C1=C(C=C(C=C1)C1=NC=NC(=C1)OC)OCOC tert-butyl N-(cyclopropylmethyl)-N-[(3R)-1-{6-[2-(methoxymethoxy)-4-(6-methoxypyrimidin-4-yl)phenyl]pyridazin-3-yl}pyrrolidin-3-yl]carbamate